2-Hexyldecyl 6-(8-((8-(Didecylamino)-8-Oxooctyl)(Methyl)Amino)Octanamido)Hexanoate C(CCCCCCCCC)N(C(CCCCCCCN(CCCCCCCC(=O)NCCCCCC(=O)OCC(CCCCCCCC)CCCCCC)C)=O)CCCCCCCCCC